COCCOCCOCC DIETHYLENE GLYCOL ETHYL METHYL ETHER